(E)-4-bromo-2-((2,4-dichlorophenylimino)methyl)phenyl 4-methylbenzoate CC1=CC=C(C(=O)OC2=C(C=C(C=C2)Br)/C=N/C2=C(C=C(C=C2)Cl)Cl)C=C1